tert-butyl-4-(methanesulfonyloxy)azepane C(C)(C)(C)N1CCC(CCC1)OS(=O)(=O)C